(S)-N-(3-chloro-2,4-difluorophenyl)-7-(pyrimidin-2-yl)-5-(1-(pyrimidin-2-yl)ethoxy)quinazolin-4-amine ClC=1C(=C(C=CC1F)NC1=NC=NC2=CC(=CC(=C12)O[C@@H](C)C1=NC=CC=N1)C1=NC=CC=N1)F